2-((5-methoxy-4-((4-(1-methyl-1H-indol-3-yl)pyrimidin-2-yl)amino)-2-(pyridin-2-ylamino)phenyl)amino)ethan-1-ol COC=1C(=CC(=C(C1)NCCO)NC1=NC=CC=C1)NC1=NC=CC(=N1)C1=CN(C2=CC=CC=C12)C